F[C@H]1[C@@H](OC([C@H]1OC(C1=CC=CC=C1)(C1=CC=CC=C1)C1=CC=C(C=C1)OC)(CO)CO)N1C(NC(C(=C1)C)=O)=O 1-[(2R,3R,4R)-3-fluoro-5,5-bis(hydroxymethyl)-4-[(4-methoxyphenyl)diphenylmethoxy]oxolan-2-yl]-5-methyl-3H-pyrimidine-2,4-dione